CN1C(C2=C(C(=C1)C1=CC(N(C=C1C1=CC=CC=C1)CCOC(F)(F)F)=O)C=C(N2S(=O)(=O)C2=CC=C(C=C2)C)C=2C=NN(C2)C(F)(F)F)=O 4-[6-methyl-1-(4-methylbenzenesulfonyl)-7-oxo-2-[1-(trifluoromethyl)pyrazol-4-yl]pyrrolo[2,3-c]pyridin-4-yl]-5-phenyl-1-[2-(trifluoromethoxy)ethyl]pyridin-2-one